C(C)(C)(C)C1=NOC(=N1)N 3-(tert-butyl)-1,2,4-oxadiazol-5-amine